(p-methoxyphenyl)-2-bromoacetamide COC1=CC=C(C=C1)C(C(=O)N)Br